5-ethyl-2-(2-methylpropanoyl)thiophene-3-carboxylic acid C(C)C1=CC(=C(S1)C(C(C)C)=O)C(=O)O